COC(C1=C(N=CC(=C1)C1=CC2=CN(N=C2C=C1)CCN1CCOCC1)N)=O 2-Amino-5-(2-(2-morpholinoethyl)-2H-indazol-5-yl)nicotinic acid methyl ester